C(N)(=O)C=1C(=NC(=C(N1)CC)C1CC1)NC=1C=C(CCNC([C@H](C)N(C(OC(C)(C)C)=O)C)=O)C=C(C1)F tert-butyl (s)-(1-((3-((3-carbamoyl-6-cyclopropyl-5-ethylpyrazin-2-yl)amino)-5-fluorophenethyl)amino)-1-oxopropan-2-yl)(methyl)carbamate